C(O)[C@@H]1CC[C@H](CC1)CO trans-1,4-Dimethylolcyclohexan